2-(10-propenoyl-4-fluoro-7-methyl-3-(8-methylnaphthalen-1-yl)-8-oxo-8,8a,9,10,11,12-hexahydro-7H-pyrazino[1',2':4,5]pyrazino[2,3-c][1,6]naphthyridin-11-yl)acetonitrile C(C=C)(=O)N1CC2N(C3=C(C=NC4=C(C(=NC=C34)C3=CC=CC4=CC=CC(=C34)C)F)N(C2=O)C)CC1CC#N